12-dodecaneamine CCCCCCCCCCCCN